C(CCCCCCCCC(=O)OCC)(=O)OC=1C(C2=CC=CC=C2C(C1C1CCC(CC1)C1=CC=C(C=C1)Cl)=O)=O 1-(3-((1r,4r)-4-(4-chlorophenyl)cyclohexyl)-1,4-dioxo-1,4-dihydronaphthalen-2-yl) 10-ethyl decanedioate